3-((tert-Butyldiphenylsilyl)oxy)-2,2-difluoropropan-1-ol [Si](C1=CC=CC=C1)(C1=CC=CC=C1)(C(C)(C)C)OCC(CO)(F)F